dimethoxyphosphoryl acetate tert-butyl-acetate C(C)(C)(C)OC(C)=O.C(C)(=O)OP(=O)(OC)OC